P(=O)(OCCC(Cl)OC(C=C)=O)([O-])[O-] acryloyloxy-3-chloropropyl phosphate